O[C@@H]1C[C@H](N(C1)C([C@H](C(C)(C)C)NC(=O)C1CN(C1)C(=O)OC(C)(C)C)=O)C(N[C@@H](C)C1=CC=C(C=C1)C1=C(N=CS1)C)=O tert-butyl 3-[[(2S)-1-[(2S,4R)-4-hydroxy-2-[[(1S)-1-[4-(4-methyl-1,3-thiazol-5-yl)phenyl]ethyl]carbamoyl]pyrrolidin-1-yl]-3,3-dimethyl-1-oxobutan-2-yl]carbamoyl]azetidine-1-carboxylate